FC1=CC=C(C=N1)C=1C(=C(C#N)C=CC1)N1C[C@H]2C([C@H]2C1)C1=NN=CN1C 3-(6-fluoropyridin-3-yl)-2-((1R,5S)-6-(4-methyl-4H-1,2,4-triazol-3-yl)-3-azabicyclo[3.1.0]hexan-3-yl)benzonitrile